4-(5-trifluoromethoxy-benzimidazol-1-yl)-aniline FC(OC1=CC2=C(N(C=N2)C2=CC=C(N)C=C2)C=C1)(F)F